FC1(CCC(CC1)NC=1N=CC2=C(N1)NC=C2C2=CC=C1C(=N2)N(C(=N1)C)C(C)C)F N-(4,4-difluorocyclohexyl)-5-(3-isopropyl-2-methyl-3H-imidazo[4,5-b]pyridin-5-yl)-7H-pyrrolo[2,3-d]pyrimidin-2-amine